N6-benzoyl-2'-deoxyadenosine triphosphate P(O)(=O)(OP(=O)(O)OP(=O)(O)O)OC[C@@H]1[C@H](C[C@@H](O1)N1C=NC=2C(NC(C3=CC=CC=C3)=O)=NC=NC12)O